(4-(2-fluoro-4-(2-hydroxy-2-methylpropyl)phenyl)thiophen-2-yl)boronic acid FC1=C(C=CC(=C1)CC(C)(C)O)C=1C=C(SC1)B(O)O